CS(=O)(=O)OCCCOCCCNC1=C2C(N(C(C2=CC=C1)=O)C1C(NC(CC1)=O)=O)=O 3-(3-((2-(2,6-dioxopiperidin-3-yl)-1,3-dioxoisoindolin-4-yl)amino)propoxy)propyl methanesulfonate